ethyl 2-[4-(5-fluoro-1-methylindazol-6-yl)-1,3-benzodiazol-1-yl]acetate Ethyl-2-(4-bromo-1,3-benzodiazol-1-yl)acetate C(C)OC(CN1C=NC2=C1C=CC=C2Br)=O.FC=2C=C1C=NN(C1=CC2C2=CC=CC=1N(C=NC12)CC(=O)OCC)C